tert-butyl N-(bromoacetyl)-L-valyl-L-alanyl-L-lysinate BrCC(=O)N[C@@H](C(C)C)C(=O)N[C@@H](C)C(=O)N[C@@H](CCCCN)C(=O)OC(C)(C)C